C(C)(C)(C)C(C(=O)OC1=CC=C(C=C1C1=CC(=CC(=C1)C1=CC(=CC=C1O)C)C1=CC(=CC=C1O)C)C)CC1=CC=C(C=C1)C1=CC2=C(N(C(N2C)=O)C=2C(=NC(=CC2)OCC2=CC=CC=C2)OCC2=CC=CC=C2)C=C1 (benzene-2,4,6-triyl)tri-p-cresol tert-butyl-3-(4-(1-(2,6-bis(benzyloxy)pyridin-3-yl)-3-methyl-2-oxo-2,3-dihydro-1H-benzo[d]imidazol-5-yl)phenyl)propanoate